C12CNCC2C1 3-aza-bicyclo[3.1.0]Hexane